C(C)(C)(C)S(=O)(=O)C=1C(=CC=2N(C1)C(=CN2)I)OCCOC 6-(tert-butylsulfonyl)-3-iodo-7-(2-methoxyethoxy)imidazo[1,2-a]pyridine